S(=O)(=O)(OCCCCCCCCCCCCCCCCCCCCCCCCCCCCCCCCCC)[O-].[Na+] sodium cetylstearyl sulfate